4-((5-(3,4-difluorophenyl)pyridin-3-yl)oxy)-2-((1-(methyl-sulfonyl)piperidin-4-yl)methoxy)benzonitrile FC=1C=C(C=CC1F)C=1C=C(C=NC1)OC1=CC(=C(C#N)C=C1)OCC1CCN(CC1)S(=O)(=O)C